FC1=CC2=C(N=CS2)C(=C1)C1CC(C1)O 3-(6-fluoro-1,3-benzothiazol-4-yl)cyclobutanol